(S)-(3-(1-amino-1,3-dihydrospiro[inden-2,4'-piperidin]-1'-yl)-6-(2-(3-chloro-2-methoxypyridin-4-yl)vinyl)pyrazin-2-yl)methanol N[C@@H]1C2=CC=CC=C2CC12CCN(CC2)C=2C(=NC(=CN2)C=CC2=C(C(=NC=C2)OC)Cl)CO